benzyl 4-(3-bromo-5-chloro-2-pyridinyl)-3,6-dihydro-2H-pyridine-1-carboxylate BrC=1C(=NC=C(C1)Cl)C=1CCN(CC1)C(=O)OCC1=CC=CC=C1